ClC1=C(CN2CCN(CC2)C(=O)N2N=C(C=C2)NS(=O)(=O)C)C=CC=C1OCC(C)(C)O N-(1-(4-(2-chloro-3-(2-hydroxy-2-methylpropyloxy)benzyl)piperazine-1-carbonyl)-1H-pyrazol-3-yl)methanesulfonamide